ClC1=CC=NC2=CC=C3C(=C12)OC(CO3)=O 10-chloro-2,3-dihydro-[1,4]dioxino[2,3-f]quinolone